FC(C1=NC2=C(N1C1=NC(=NC(=N1)N1CCOCC1)NC(CC1=CC=CC=C1)(C)C)C=CC=C2)F 4-(2-(difluoromethyl)-1H-benzo[d]imidazol-1-yl)-N-(2-methyl-1-phenylpropan-2-yl)-6-morpholino-1,3,5-triazin-2-amine